(R)-2-(3-((1-cyclopropylpiperidin-3-yl)amino)-5-methyl-1,2,4-triazin-6-yl)-5-ethynylphenol C1(CC1)N1C[C@@H](CCC1)NC=1N=NC(=C(N1)C)C1=C(C=C(C=C1)C#C)O